3-Ethoxy-1-ethyl-5-(2-fluorophenyl)pyrazole-4-carboxylic acid C(C)OC1=NN(C(=C1C(=O)O)C1=C(C=CC=C1)F)CC